C(C)OC(=O)C1=NN(C2=C1CNCC2C)CC2=CC(=CC=C2)[N+](=O)[O-] Ethyl-7-methyl-1-(3-nitrobenzyl)-4,5,6,7-tetrahydro-1H-pyrazolo[4,3-c]pyridine-3-carboxylate